4-fluoro-3-((2-(pyrrolidin-1-yl)phenyl)amino)-benzo[d]isothiazole 1,1-dioxide FC1=CC=CC2=C1C(=NS2(=O)=O)NC2=C(C=CC=C2)N2CCCC2